C(C)C1=NC2=C(N1C=1SC=C(C1)N1CCOCC1)C=CC=C2 2-(2-ethyl-1H-benzoimidazol-1-yl)-4-morpholinothiophen